6-((2-chloro-4-fluorophenoxy)methyl)nicotinonitrile ClC1=C(OCC2=NC=C(C#N)C=C2)C=CC(=C1)F